(E)-5-((cyclopropylmethyl)amino)-4-(4-(difluoromethoxy)phenyl)-6-(2-ethoxyvinyl)-2-(2-methyl-2H-indazol-5-yl)pyridazin-3(2H)-one C1(CC1)CNC1=C(C(N(N=C1\C=C\OCC)C1=CC2=CN(N=C2C=C1)C)=O)C1=CC=C(C=C1)OC(F)F